OC(CC(=O)O)C(=O)OC 3-hydroxy-4-methoxy-4-oxobutanoic acid